Cl[Al-](Cl)(Cl)Cl.C(C)N1CN(C=C1)C 1-Ethyl-3-methylimidazole tetrachloroaluminate